(tetrahydro-2H-pyran-2-yl)-1H-indazole O1C(CCCC1)N1N=CC2=CC=CC=C12